FC1(CCC(CC1)NC1=CC(=NC2=CC=CC=C12)C1=CC=C(C=C1)OC)F N-(4,4-difluorocyclohexyl)-2-(4-methoxyphenyl)-quinolin-4-amine